ClC1=NC=CC=C1N1C(C=CC(=C1)C(=O)NC1=CC=C(C=C1)OC(F)(F)Cl)=O 2'-Chloro-N-[4-(chlorodifluoromethoxy)phenyl]-2-oxo-2H-[1,3'-bipyridine]-5-carboxamide